CC1=NC(=CC(=C1)C=1N=C(SC1)NC1=C(C=CC=C1)S(=O)(=O)N)C ((4-(2,6-dimethylpyridin-4-yl)thiazol-2-yl)amino)benzenesulfonamide